[Si].[C].[Pt].[Ag].[Li] lithium silver platinum carbon silicon